C1(CC1)COC1=CC(=C(C=C1)C=1C=C2CCN[C@H](C2=CC1)CNC=1C=NC=CC1C(=O)O)C 3-[({(1R)-6-[4-(cyclopropylmethoxy)-2-methylphenyl]-1,2,3,4-tetrahydroisoquinolyl}methyl)amino]pyridine-4-carboxylic acid